4-(4-Dimethylaminostyryl)quinoline CN(C1=CC=C(C=CC2=CC=NC3=CC=CC=C23)C=C1)C